(3R)-N-tert-butyl-1-{6-[5-fluoro-2-(methoxymethoxy)-4-[1-(oxan-2-yl)pyrazol-4-yl]phenyl]pyridazin-3-yl}pyrrolidin-3-amine C(C)(C)(C)N[C@H]1CN(CC1)C=1N=NC(=CC1)C1=C(C=C(C(=C1)F)C=1C=NN(C1)C1OCCCC1)OCOC